N12CCCCCC(CC1)CC2 azabicyclo(5.2.2)undecane